C(C)(C)(C)OC(=O)NCCOC1=C(C=C(C=C1)B(O)O)CC (4-(2-((tert-Butoxycarbonyl)amino)ethoxy)-3-ethylphenyl)boronic acid